1-(4-cyclopropyl-6-((3-(dimethylamino)propyl)amino)-pyrimidin-2-yl)-3-(3,4-dichlorophenyl)urea C1(CC1)C1=NC(=NC(=C1)NCCCN(C)C)NC(=O)NC1=CC(=C(C=C1)Cl)Cl